FC([C@H]1N(C(SC1)=C=O)C=1N=C2N(CCOC3=C2C=CC(=C3)N[C@H](C(=O)N)C)C1)F (S)-2-((2-((R)-4-(difluoromethyl)-2-carbonylthiazolidin-3-yl)-5,6-dihydrobenzo[f]imidazo[1,2-d][1,4]oxazepin-9-yl)amino)propionamide